4-methyl-2-phenyl-piperidine CC1CC(NCC1)C1=CC=CC=C1